2-Amino-7-fluoro-4-(5-fluoro-3-((S)-3-(4-isopropylpiperazin-1-yl)pyrrolidin-1-yl)-7,9-dihydrofuro[3,4-f]quinazolin-6-yl)thieno[3,2-c]pyridine-3-carbonitrile NC1=C(C=2C(=NC=C(C2S1)F)C=1C2=C(C=3C=NC(=NC3C1F)N1C[C@H](CC1)N1CCN(CC1)C(C)C)COC2)C#N